4-[[(1S,2S)-2-[8-azabicyclo[3.2.1]oct-8-yl]-4,6-dichloro-2,3-dihydro-1H-inden-1-yl]oxy]benzene C12CCCC(CC1)N2[C@@H]2[C@H](C1=CC(=CC(=C1C2)Cl)Cl)OC2=CC=CC=C2